(1R)-1-(4-bromo-2-chloro-3,5-diethoxyphenyl)ethane-1-amine hydrochloride Cl.BrC1=C(C(=C(C=C1OCC)[C@@H](C)N)Cl)OCC